C1(C(C(C1C(=O)Cl)C(=O)Cl)C(=O)Cl)C(=O)Cl 1,2,3,4-cyclobutanetetra-formyl chloride